2,4-dichlorophenyl-3-cyclopropyl-3-methyl-1-(1H-1,2,4-triazol-1-yl)butan-2-ol ClC1=C(C=CC(=C1)Cl)C(C(C(C)(C)C1CC1)O)N1N=CN=C1